C1(CC1)N1N=C(C2=C1C=NN(C2=O)CC(=O)N[C@@H](C)C2=CC(=C(C=C2)C)F)C (S)-2-(1-cyclopropyl-3-methyl-4-oxo-1,4-dihydro-5H-pyrazolo[3,4-d]pyridazin-5-yl)-N-(1-(3-fluoro-4-methylphenyl)ethyl)acetamide